oxothiolane O=C1SCCC1